NC1=C2C(=NC=N1)N(N=C2C2=CC=C(C=C2)OC2=CC=CC=C2)C=2C=CC(=NC2)N2CCC(CC2)C=O 1-(5-(4-amino-3-(4-phenoxyphenyl)-1H-pyrazolo[3,4-d]pyrimidin-1-yl)pyridin-2-yl)piperidine-4-carboxaldehyde